2-((2R,4S)-2-(bis(4-fluorophenyl)methyl)tetrahydro-2H-pyran-4-yl)-2H-benzo[d][1,3,2]dithiazole 1,1,3,3-tetraoxide FC1=CC=C(C=C1)C([C@@H]1OCC[C@@H](C1)N1S(C2=C(S1(=O)=O)C=CC=C2)(=O)=O)C2=CC=C(C=C2)F